tert-butyl 3-(3-ethoxy-3-oxopropyl)-4,4-difluoropiperidine-1-carboxylate C(C)OC(CCC1CN(CCC1(F)F)C(=O)OC(C)(C)C)=O